C(C1CO1)OCCCCC(C)(O[Si](OCC)(OCC)CCCCOCC1CO1)C glycidyloxybutylmethyl-4-glycidyloxybutyl-triethoxysilane